2-[3-(3-Fluorophenyl)-1H-pyrazol-4-yl]-1-methyl-2,3-dihydro-quinazolin-4-one FC=1C=C(C=CC1)C1=NNC=C1C1N(C2=CC=CC=C2C(N1)=O)C